2-(1-benzhydryl-3,3-difluoropiperidin-4-yl)-1,2,3,4-tetrahydro-2,7-naphthyridine C(C1=CC=CC=C1)(C1=CC=CC=C1)N1CC(C(CC1)N1CC2=CN=CC=C2CC1)(F)F